methyl 2-[[[6-[[5-bromo-6-(2-vinylphenyl)-2-pyridyl]sulfamoyl]-2-pyridyl]-hex-5-enyl-amino]methyl]-2-methyl-pentanoate BrC=1C=CC(=NC1C1=C(C=CC=C1)C=C)NS(=O)(=O)C1=CC=CC(=N1)N(CCCCC=C)CC(C(=O)OC)(CCC)C